aminomethyl-N-(1-hydroxy-3-(1H-imidazol-4-yl)propan-2-yl)cyclopentanecarboxamide NCC1(CCCC1)C(=O)NC(CO)CC=1N=CNC1